(R)-2-amino-5-(2-((4-aminoimidazo[2,1-f][1,2,4]triazin-7-yl)methyl)-3,4-dichlorophenoxy)-N-cyclopropylpentanamide N[C@@H](C(=O)NC1CC1)CCCOC1=C(C(=C(C=C1)Cl)Cl)CC1=CN=C2C(=NC=NN21)N